FC(C=1C=C(C(=O)N[C@@H](C)C2=NC(=NN2C=2N=CC=NC2)C)C=C(C1)C(F)(F)F)(F)F 5-(5-{(1S)-1-[3,5-Bis(trifluoromethyl)benzamido]ethyl}-3-Methyl-1H-1,2,4-triazol-1-yl)pyrazin